N1=NC(=CC=C1)CC(=O)O 3-PYRIDAZINEACETIC ACID